C1(=CC=C(C=C1)C(C[SiH](C1=CC=CC=C1)C1=CC=CC=C1)[SiH](C1=CC=CC=C1)C1=CC=CC=C1)C1=CC=CC=C1 (1-([1,1'-Biphenyl]-4-yl)ethane-1,2-diyl)bis(diphenylsilane)